3-propyl-1(3H)-isobenzofuranone C(CC)C1OC(C2=CC=CC=C12)=O